ethyl 2-(3-(8-(((benzyloxy) carbonyl) (methyl)amino)-1-bromo-7,7-dimethyl-3-(methyl-d3)-2-oxooctan-3-yl)phenyl)acetate C(C1=CC=CC=C1)OC(=O)N(CC(CCCC(C(CBr)=O)(C([2H])([2H])[2H])C=1C=C(C=CC1)CC(=O)OCC)(C)C)C